ClC1=CC=C(S1)CNC1=CC(=NN1)C1CCN(CCC1)C(=O)OCC=C prop-2-en-1-yl 4-(5-[(5-chlorothiophen-2-yl)methyl]amino-1H-pyrazol-3-yl)azepane-1-carboxylate